FC(O[C@H]1C[C@H](C1)OCC(=O)O)(F)F cis-2-[3-(trifluoromethoxy)cyclobutoxy]Acetic acid